6-[2-(5-chloro-2-fluoro-phenyl)imidazo[1,2-a]pyridin-3-yl]-3-piperazin-1-yl-quinoline ClC=1C=CC(=C(C1)C=1N=C2N(C=CC=C2)C1C=1C=C2C=C(C=NC2=CC1)N1CCNCC1)F